4,4'-(Oxydi-2,1-ethanediyl)-bis-morpholin O(CCN1CCOCC1)CCN1CCOCC1